S(=O)(=O)(OC1=C(C=CC=C1)O)[O-] 2-hydroxyphenyl sulfate